5-(methylsulfonyl)-N-(4-(1-(trifluoromethyl)cyclopropyl)benzyl)thiophene-2-carboxamide CS(=O)(=O)C1=CC=C(S1)C(=O)NCC1=CC=C(C=C1)C1(CC1)C(F)(F)F